[N+](=[N-])=C diazomethan